C1(=CC=CC=C1)C1OCCC(O1)C(=O)OC(C)(C)C racemic-tert-butyl 2-phenyl-1,3-dioxane-4-carboxylate